1,2-dibutyl phthalate C(C=1C(C(=O)OCCCC)=CC=CC1)(=O)OCCCC